CC1=CC=C(C=C1)S(=O)(=O)NCCC1=CC=CC=C1 4-methyl-N-phenethyl-benzenesulfonamide